(hydroxymethyl)-3-(trifluoromethyl)benzoic acid methyl ester COC(C1=C(C(=CC=C1)C(F)(F)F)CO)=O